BrC=1C=CC2=C(OC(CO2)N2C=NCC2)C1 (7-bromo-2,3-dihydro-1,4-benzodioxin-2-yl)-4,5-dihydro-1H-imidazole